O=C1NC=CC2=CC=C(C=C12)C(=O)OC methyl 1-oxo-2H-isoquinoline-7-carboxylate